4-[(R)-(1-phenyl-ethyl)amino]-6-{[4-(morpholin-4-yl)-1-oxo-2-buten-1-yl]amino}-7-cyclopentyloxy-quinazoline C1(=CC=CC=C1)[C@@H](C)NC1=NC=NC2=CC(=C(C=C12)NC(C=CCN1CCOCC1)=O)OC1CCCC1